2-[6-amino-5-[8-[2-[3-(3-methyl-1-piperidinyl)prop-1-ynyl]-4-pyridinyl]-3,8-diazabicyclo[3.2.1]oct-3-yl]pyridazin-3-yl]phenol NC1=C(C=C(N=N1)C1=C(C=CC=C1)O)N1CC2CCC(C1)N2C2=CC(=NC=C2)C#CCN2CC(CCC2)C